(+-)-3-(4-(methoxycarbonyl)phenyl)piperazine-1-carboxylic acid tert-butyl ester C(C)(C)(C)OC(=O)N1C[C@H](NCC1)C1=CC=C(C=C1)C(=O)OC |r|